N1(CCC1)[C@H]1CN(CC1)C1=C(C=C(C=C1)N1C=NC(=C1)NC=1N=CC(=NC1)C#N)C (R)-5-((1-(4-(3-(Azetidin-1-yl)pyrrolidin-1-yl)-3-methylphenyl)-1H-imidazol-4-yl)amino)pyrazine-2-carbonitrile